C(CCC)OC1=C(C=C(C(=N)NO)C=C1F)F 4-butoxy-3,5-difluoro-N-hydroxybenzamidine